diethyl-bis(trimethylsilyl)aminogallium C(C)[Ga](N([Si](C)(C)C)[Si](C)(C)C)CC